CN1N=C(C=C1C)NC1=NC=C(C(=N1)C1=CNC2=C(C=CC=C12)N1C(C2=CC=CC(=C2C1)C=1C=NC(=CC1)OC)=O)C 2-(3-(2-((1,5-dimethyl-1H-pyrazol-3-yl)amino)-5-methylpyrimidin-4-yl)-1H-indol-7-yl)-4-(6-methoxypyridin-3-yl)isoindolin-1-one